BrC=1C(=NC(=CC1)Cl)N1N=C(C=C1C(F)F)C 3-bromo-6-chloro-2-[5-(difluoromethyl)-3-methyl-pyrazol-1-yl]pyridine